2-Fluoro-6-[[(1R)-1-[6-methyl-4-oxo-2-(1H-pyrrolo[2,3-b]pyridin-6-yl)chromen-8-yl]ethyl]amino]benzoic acid FC1=C(C(=O)O)C(=CC=C1)N[C@H](C)C=1C=C(C=C2C(C=C(OC12)C1=CC=C2C(=N1)NC=C2)=O)C